NC1=C(C(N(C2=CC(=CC=C12)I)CC1=NC=CC=C1)=O)C(=O)OC methyl 4-amino-7-iodo-2-oxo-1-(pyridin-2-ylmethyl)-1,2-dihydroquinoline-3-carboxylate